NC(C(=O)O)CC1=CN(C2=CC=CC=C12)CC(=O)OC(C)(C)C 2-amino-3-(1-(2-(tert-butoxy)-2-oxoethyl)-1H-indol-3-yl)propanoic acid